(S)-4-tert-butyl-2-(2-pyrimidinyl)-4,5-dihydrooxazole C(C)(C)(C)[C@@H]1N=C(OC1)C1=NC=CC=N1